2,5-dibromo-3,6-bis(heptyloxy)thieno[3,2-b]thiophene BrC1=C(C2=C(S1)C(=C(S2)Br)OCCCCCCC)OCCCCCCC